FC(C(=O)OCC(COC(C(F)(F)F)=O)OC(C(CC)OCCCC\C=C/C\C=C/C\C=C/C\C=C/C\C=C/CC)=O)(F)F 2-((2-(((5Z,8Z,11Z,14Z,17Z)-icosa-5,8,11,14,17-pentaen-1-yl)oxy)butanoyl)oxy)propane-1,3-diyl bis(2,2,2-trifluoroacetate)